5-(p-tolyl)-1,3,4-thiadiazole-2-carboxylic acid ethyl ester C(C)OC(=O)C=1SC(=NN1)C1=CC=C(C=C1)C